tert-Butyl (2-(methylthio)-9H-purin-6-yl)carbamate CSC1=NC(=C2N=CNC2=N1)NC(OC(C)(C)C)=O